NCC1(CCCC1)NC(OC(C)(C)C)=O tert-butyl [1-(aminomethyl)cyclopentyl]carbamate